C(C)(C)(C)OC(=O)N1CCN(CC1)C1=NC(=C(C=C1F)F)OCC1=C(C=C(C=C1)C#N)F 4-(6-((4-cyano-2-fluorobenzyl)oxy)-3,5-difluoropyridine-2-yl)piperazine-1-carboxylic acid tert-butyl ester